(S)-1-(3-(8-amino-1-(N-methylindol-2-yl)imidazo[1,5-a]pyrazin-3-yl)pyrrolidin-1-yl)prop-2-en-1-one NC=1C=2N(C=CN1)C(=NC2C=2N(C1=CC=CC=C1C2)C)[C@@H]2CN(CC2)C(C=C)=O